(6-bromo-3-(2-pyrrolidin-1-ylethoxy)-2-pyridyl)methanol BrC1=CC=C(C(=N1)CO)OCCN1CCCC1